2-hydroxy-4-(2-hydroxypropoxy-ethoxy)benzophenone OC1=C(C(=O)C2=CC=CC=C2)C=CC(=C1)OCCOCC(C)O